1-[9-ethyl-6-(pyrrol-2-ylcarbonyl)-9H-carbazol-3-yl]ethanone-1-(O-acetyloxime) C(C)(=O)ON=C(C)C=1C=CC=2N(C3=CC=C(C=C3C2C1)C(=O)C=1NC=CC1)CC